7-cyclopentyl-2-((5-(4-(3-((2-(2,6-dioxopiperidin-3-yl)-1-oxoisoindolin-5-yl)amino)propyl)piperazin-1-yl)pyridin-2-yl)amino)-N,N-dimethyl-7H-pyrrolo[2,3-d]pyrimidine-6-carboxamide C1(CCCC1)N1C(=CC2=C1N=C(N=C2)NC2=NC=C(C=C2)N2CCN(CC2)CCCNC=2C=C1CN(C(C1=CC2)=O)C2C(NC(CC2)=O)=O)C(=O)N(C)C